Ethyl (2R)-2-(4-((5-(2-(2-(2-((2-(2,6-dioxopiperidin-3-yl)-1,3-dioxoisoindolin-5-yl)oxy)ethoxy)ethoxy)ethoxy)pyridin-2-yl)oxy)phenoxy)propanoate O=C1NC(CCC1N1C(C2=CC=C(C=C2C1=O)OCCOCCOCCOC=1C=CC(=NC1)OC1=CC=C(O[C@@H](C(=O)OCC)C)C=C1)=O)=O